(R)-N-(1-(4-(1-(3-(difluoromethyl)-2-fluorophenyl)ethylamino)cinnolin-6-yl)piperidin-4-yl)oxetan-3-carboxamide FC(C=1C(=C(C=CC1)[C@@H](C)NC1=CN=NC2=CC=C(C=C12)N1CCC(CC1)NC(=O)C1COC1)F)F